(1-(thiophen-2-yl)-1H-pyrazol-4-yl)aniline S1C(=CC=C1)N1N=CC(=C1)NC1=CC=CC=C1